(2S)-2-[[2-(3-methyl-4-methylsulfonyl-anilino)-5-(1,2,4-oxadiazol-5-yl)pyrimidin-4-yl]amino]-2-phenyl-ethanol CC=1C=C(NC2=NC=C(C(=N2)N[C@H](CO)C2=CC=CC=C2)C2=NC=NO2)C=CC1S(=O)(=O)C